(E)-N-(2-(2,4-Dihydroxy-6-methylbenzoyl)-1,2,3,4-tetrahydroisoquinolin-7-yl)-4-(dimethylamino)but-2-enamide OC1=C(C(=O)N2CC3=CC(=CC=C3CC2)NC(\C=C\CN(C)C)=O)C(=CC(=C1)O)C